2-(2-(6-(trifluoromethyl)imidazo[1,2-a]pyrazin-3-yl)pyrimidin-4-yl)-2,7-diazaspiro[3.5]nonane-7-carboxylic acid tert-butyl ester C(C)(C)(C)OC(=O)N1CCC2(CN(C2)C2=NC(=NC=C2)C2=CN=C3N2C=C(N=C3)C(F)(F)F)CC1